OC=1C=C2C(=CC=NC2=CC1)C=O 6-HYDROXYQUINOLINE-4-CARBOXALDEHYDE